2-((trans-2-((4-(5,6-dihydro-11H-benzo[5,6]cyclohepta[1,2-b]pyridin-11-ylidene)piperidin-1-yl)methyl)cyclohexyl)methyl)hexahydro-1H-isoindole-1,3(2H)-dione N1=C2C(=CC=C1)CCC1=C(C2=C2CCN(CC2)C[C@H]2[C@@H](CCCC2)CN2C(C3CCCCC3C2=O)=O)C=CC=C1